tert-Butyl N-[(3S)-1-[4-(2,6-dioxo-3-piperidyl)phenyl]pyrrolidin-3-yl]-N-(2-oxo ethyl)carbamate O=C1NC(CCC1C1=CC=C(C=C1)N1C[C@H](CC1)N(C(OC(C)(C)C)=O)CC=O)=O